2-Hydroxy-4-(2,7-diazaspiro[4.4]nonan-2-yl)benzaldehyde OC1=C(C=O)C=CC(=C1)N1CC2(CC1)CNCC2